BrC1=CC=CC=2N(C(N(C21)C)=O)C2CNCCC2 3-(4-bromo-3-methyl-2-oxo-2,3-dihydro-1H-benzo[d]imidazol-1-yl)piperidine